FC1=CC(=C(C=C1)C=1C2=C(C(=NC1C=1C=C(C=CC1)CC(C(=O)N)=C)C=1C=C3CCNCC3=CC1)C=CS2)OCCOC [[3-[7-[4-fluoro-2-(2-methoxyethoxy)phenyl]-4-(1,2,3,4-tetrahydroisoquinolin-6-yl)thieno[3,2-c]pyridin-6-yl]phenyl]methyl]prop-2-enamide